4-(2-oxoethyl)-piperidine-1,4-dicarboxylic acid 1-tert-butyl ester 4-ethyl ester C(C)OC(=O)C1(CCN(CC1)C(=O)OC(C)(C)C)CC=O